C(C)[C@H]1N(C[C@@H](N(C1)C=1C=2N=C(N(C2N2C(N1)=NN=C2)C[C@H]2OCCC2)C)C)C(C(C2=CC=C(C=C2)F)C2=CC=C(C=C2)F)O ((2R,5S)-2-Ethyl-5-methyl-4-(2-methyl-1-(((S)-tetrahydrofuran-2-yl)methyl)-1H-[1,2,4]triazolo[3,4-b]purin-4-yl)piperazin-1-yl)-2,2-bis(4-fluorophenyl)ethan-1-ol